C(C1=CC=CC=C1)S(=O)(=O)CC(C(=O)C1=CC=C(C(=O)N)C=C1)CS(=O)(=O)CC1=CC=CC=C1 4-(3-toluenesulfonyl-2-(toluenesulfonylmethyl)propionyl)benzamide